C(C)(C)(CC)C1=C(C=CC(=C1)C(C)(C)CC)O 2,4-di-tertiary amylphenol